7,7'-(1H-1,2,3-Triazole-1,4-diyl)bis(N-hydroxyheptanamide) N1(N=NC(=C1)CCCCCCC(=O)NO)CCCCCCC(=O)NO